1-[3-[5-(2,2,2-trifluoroethoxy)-2-pyridyl]pyrazin-2-yl]ethanamine FC(COC=1C=CC(=NC1)C=1C(=NC=CN1)C(C)N)(F)F